racemic-N-[(5-bromo-2-pyridinyl)methyl]-1-pyrimidin-2-yl-ethylamine BrC=1C=CC(=NC1)CN[C@H](C)C1=NC=CC=N1 |r|